bis(2-hydroxyethyl)-terephthalate OCCOC(C1=CC=C(C(=O)OCCO)C=C1)=O